6-[7-(aminocarbonyl)-5-fluoro-2H-indazole-2-yl]-1,2,3,4-tetrahydroisoquinolinium NC(=O)C1=CC(=CC2=CN(N=C12)C=1C=C2CC[NH2+]CC2=CC1)F